COC(C1=C(C(=CC=C1)C#CN(CC1=C(C=CC=C1)F)S(=O)(=O)C=1SC=CC1)N1C=CC=C1)=O 3-((N-(2-fluorobenzyl)thiophene-2-sulfonylamino)ethynyl)-2-(1H-pyrrol-1-yl)benzoic acid methyl ester